C(C)(C)(C)C=1C=C(C2=C(C(C(O2)=O)C2=CC=C(C=C2)OCCOC(CCCCCCCCCCCCCCCCC)=O)C1)C(C)(C)C 5,7-di-tert-butyl-3-[4-(2-stearoyloxyethoxy)phenyl]Benzofuran-2-one